C1(C(C=CC=C1)C)(C)C(=O)O xylenoic acid